benzoic acid dimethylamide CN(C(C1=CC=CC=C1)=O)C